tert-butyl 2-(4-(2,6-dioxopiperidin-3-yl)-2-fluorophenyl)-2,7-diazaspiro[3.5]nonane-7-carboxylate O=C1NC(CCC1C1=CC(=C(C=C1)N1CC2(C1)CCN(CC2)C(=O)OC(C)(C)C)F)=O